6-(3-Chloro-6-(difluoromethyl)-2-fluorophenyl)-N-(1-((R or S)-1-(3-fluoro-5-((1R,5S)-2-oxo-3-azabicyclo[3.1.0]hexan-3-yl)pyridin-2-yl)ethyl)-1H-pyrazol-4-yl)pyrazine-2-carboxamide ClC=1C(=C(C(=CC1)C(F)F)C1=CN=CC(=N1)C(=O)NC=1C=NN(C1)[C@H](C)C1=NC=C(C=C1F)N1C([C@@H]2C[C@@H]2C1)=O)F |o1:24|